C(#N)[C@H]1N([C@H]2C[C@H]2C1)C(CC1=NC2=CC(=CC=C2C(=C1)C(=O)N)C(C)(C)F)=O (2-((1S,3S,5S)-3-cyano-2-azabicyclo[3.1.0]hex-2-yl)-2-oxoethyl)-7-(2-fluoroprop-2-yl)quinoline-4-carboxamide